3-Hydroxy-4,5-dimethyl-2(5H)-furanon OC=1C(OC(C1C)C)=O